The molecule is dianion of CDP-ribitol arising from deprotonation of both free diphosphate OH groups. It is a conjugate base of a CDP-ribitol. C1=CN(C(=O)N=C1N)[C@H]2[C@@H]([C@@H]([C@H](O2)COP(=O)([O-])OP(=O)([O-])OC[C@H]([C@H]([C@H](CO)O)O)O)O)O